5-(dimethylamino)-3-phenylfuran-2(5H)-one CN(C1C=C(C(O1)=O)C1=CC=CC=C1)C